1-(2-(2-(2-aminopropoxy)ethoxy)propoxy)propane NC(COCCOC(COCCC)C)C